(2R,3S,5R)-5-(6-amino-2-fluoro-9H-purin-9-yl)-2-ethynyl-2-((heptanoyloxy)methyl)tetra-hydrofuran-3-yl heptanoate C(CCCCCC)(=O)O[C@@H]1[C@](O[C@H](C1)N1C2=NC(=NC(=C2N=C1)N)F)(COC(CCCCCC)=O)C#C